tert-butyl((5-(2-fluorophenyl)-1-((3-((oxetan-2-ylmethyl)amino)phenyl)sulfonyl)-1H-Pyrrol-3-yl)methyl)(methyl)carbamate C(C)(C)(C)OC(N(C)CC1=CN(C(=C1)C1=C(C=CC=C1)F)S(=O)(=O)C1=CC(=CC=C1)NCC1OCC1)=O